N1N=CC(=C1)C=1C2=C(C(=NC1)NCC=1C=C(C(=O)O)C=CC1)CCO2 3-(((7-(1H-pyrazol-4-yl)-2,3-dihydrofuro[3,2-c]pyridin-4-yl)amino)methyl)benzoic acid